6-fluoro-2-methyl-N-[(1R)-1-[3-(trifluoromethyl)phenyl]ethyl]pyrido[3,4-d]pyrimidin-4-amine FC1=CC2=C(N=C(N=C2N[C@H](C)C2=CC(=CC=C2)C(F)(F)F)C)C=N1